N-[[(2R,5S)-3-oxo-2-(4-phenoxyphenyl)-1,4-thiazepan-5-yl]methyl]pyrimidine-2-carboxamide O=C1[C@H](SCC[C@H](N1)CNC(=O)C1=NC=CC=N1)C1=CC=C(C=C1)OC1=CC=CC=C1